O1C(=CC=C1)CNC1=NC(=NC(=C1)N1CCNCC1)NC=1SC(=C(N1)C)C(=O)OCC 2-[[4-[(2-Furanylmethyl)amino]-6-(1-piperazinyl)-2-pyrimidinyl]amino]-4-methyl-5-thiazolecarboxylic acid, ethyl ester